1-(5-(3,4-dichlorophenyl)-4,5-dihydro-1H-pyrazol-1-yl)-2,2-dimethyl-propan-1-one ClC=1C=C(C=CC1Cl)C1CC=NN1C(C(C)(C)C)=O